4-(3,3-difluoropiperidin-1-yl)butanoic acid FC1(CN(CCC1)CCCC(=O)O)F